tert-butyl (3R)-3-[[4-cyano-3-(4-phenylphenyl)benzoyl]-(8-methyl-1-isoquinolyl)amino]piperidine-1-carboxylate C(#N)C1=C(C=C(C(=O)N([C@H]2CN(CCC2)C(=O)OC(C)(C)C)C2=NC=CC3=CC=CC(=C23)C)C=C1)C1=CC=C(C=C1)C1=CC=CC=C1